1-(3,5-difluorophenyl)propan-1-one FC=1C=C(C=C(C1)F)C(CC)=O